OCCCC=1NC(=C(N1)C1=CC=C(C=C1)OC1=CC=CC=C1)C(=O)OC 3-hydroxy-1-(5-(methoxycarbonyl)-4-(4-phenoxyphenyl)-1H-imidazol-2-yl)propan